C(#C)C1=CC=C(C=C1)[C@H](CCO)NC(OC(C)(C)C)=O (S)-tert-butyl (1-(4-ethynylphenyl)-3-hydroxypropyl)carbamate